C(C)(C)(C)NC(=O)C1=NC(=NO1)C=1C=CC2=C(N(C([C@H](CS2(=O)=O)NC(OC(C)(C)C)=O)=O)CC2=CC=C(C=C2)Cl)C1 tert-butyl N-[(3R)-7-[5-(tert-butylcarbamoyl)-1,2,4-oxadiazol-3-yl]-5-[(4-chlorophenyl)methyl]-1,1,4-trioxo-2,3-dihydro-1λ6,5-benzothiazepin-3-yl]carbamate